4,N-dimethoxy-N-methyl-benzamide COC1=CC=C(C(=O)N(C)OC)C=C1